N1[C@H](CC1)CN1N=CC=C1 1-[(2R)-azetidin-2-ylmethyl]pyrazole